4-chloro-1-[[4-(5-methoxy-3-pyridyl)triazol-1-yl]methyl]pyridin-2-one ClC1=CC(N(C=C1)CN1N=NC(=C1)C=1C=NC=C(C1)OC)=O